1-[(4-{[(3,4-dichlorophenyl)methyl](methyl)amino}phenyl)methyl]azetidine-3-carboxylic acid ClC=1C=C(C=CC1Cl)CN(C1=CC=C(C=C1)CN1CC(C1)C(=O)O)C